NC1=NC2=CC(=CC=C2C=C1)C=1C=NN(C1C1=C(C#N)C(=CC=C1)OC)C 2-(4-(2-aminoquinolin-7-yl)-1-methyl-1H-pyrazol-5-yl)-6-methoxybenzonitrile